C(CC)[SiH2]OCCCOC propyl-methoxypropoxysilane